SC1=C(C(=O)NCC(=O)O)C=CC=N1 2-MERCAPTONICOTINOYL-GLYCINE